5-chloro-2,3-indoledione ClC=1C=C2C(C(NC2=CC1)=O)=O